C(C)C1=NN2C(NC(C3=C2N=C(C=C3)C(F)(F)F)=O)=C1 2-ethyl-8-(trifluoromethyl)pyrazolo[1,5-a]pyrido[3,2-e]pyrimidin-5(4H)-one